4-Cyclopropyl-N-((4,4-difluorocyclohexyl)(5-(1-(4-(difluoromethyl)-2-oxoimidazolidin-1-yl)-2-methoxyethyl)benzo[d]oxazol-2-yl)methyl)-1,2,5-oxadiazole-3-carboxamide C1(CC1)C=1C(=NON1)C(=O)NC(C=1OC2=C(N1)C=C(C=C2)C(COC)N2C(NC(C2)C(F)F)=O)C2CCC(CC2)(F)F